4-((7-bromo-6-methyl-1,5-naphthyridin-4-yl)oxy)-3-fluoroaniline BrC1=C(N=C2C(=CC=NC2=C1)OC1=C(C=C(N)C=C1)F)C